C(C1=CC(O)=C(O)C(O)=C1)(=O)O[C@@H](C=O)[C@@H](OC(C1=CC(O)=C(O)C(O)=C1)=O)[C@H](OC(C1=CC(O)=C(O)C(O)=C1)=O)[C@H](OC(C1=CC(O)=C(O)C(O)=C1)=O)CO tetra-O-galloyl-glucose